C1(=CC=CC=C1)SN1C(C=2C(C1=O)=CC=CC2)=O N-(phenyl-thio)phthalimide